[Al].[Cu].[Au] gold-copper-aluminum